CC1=NN=C(O1)CO (5-methyl-[1,3,4]-oxadiazol-2-yl)methanol